ClC=1C=CC=C2C=CC=C(C12)N1CC=2N=C(N=C(C2CC1)N1C[C@@H](N(CC1)C(=O)OCC[Si](C)(C)C)CC#N)OC[C@H]1NCCC1 2-trimethylsilylethyl (2S)-4-[7-(8-chloro-1-naphthyl)-2-[[(2S)-pyrrolidin-2-yl]methoxy]-6,8-dihydro-5H-pyrido[3,4-d]pyrimidin-4-yl]-2-(cyanomethyl)piperazine-1-carboxylate